4,5-dibromoisoquinoline BrC1=CN=CC2=CC=CC(=C12)Br